(S)-4-((tert-butoxycarbonyl)amino)cyclopent-1-en-1-yl trifluoromethanesulfonate FC(S(=O)(=O)OC1=CC[C@@H](C1)NC(=O)OC(C)(C)C)(F)F